1,4-Butylen-diamin C(CCCN)N